N(=[N+]=[N-])CCOCCOCCOCCOCCOCCNC(=O)C=1C(=C(C=CC1)NC(NC1=CC=C(CNC(=O)[C@@H]2CNCC2)C=C1)=O)C (S)-N-(4-(3-(3-((17-azido-3,6,9,12,15-pentaoxaheptadecyl)carbamoyl)-2-methylphenyl)ureido)benzyl)pyrrolidine-3-carboxamide